(R)-2-((2-amino-7-(6-(4-(2-methoxyethyl)piperazin-1-yl)pyridin-3-yl)pyrido[4,3-d]pyrimidin-4-yl)amino)-2-methylhexan NC=1N=C(C2=C(N1)C=C(N=C2)C=2C=NC(=CC2)N2CCN(CC2)CCOC)NC(C)(CCCC)C